2-(dodecylthio)succinic acid, monosodium salt [Na+].C(CCCCCCCCCCC)SC(C(=O)[O-])CC(=O)O